ClC=1C(=C(C=CC1)NC(=O)C1=CC(=CC=2NC(=NC21)COC)NC(=O)C2=C(C=CC(=C2)C)C(F)(F)F)C N-(3-chloro-2-methylphenyl)-2-(methoxymethyl)-6-({[5-methyl-2-(trifluoromethyl)phenyl]carbonyl}amino)-1H-benzimidazole-4-carboxamide